C1(CC1)C(=O)N1[C@@H](C=2N(CC1)C(=NN2)C2=NC(=NS2)C)C (R)-cyclopropyl-(8-methyl-3-(3-methyl-1,2,4-thiadiazol-5-yl)-5,6-dihydro-[1,2,4]triazolo[4,3-a]pyrazin-7(8H)-yl)methanone